N-((3R,4S)-4-((6-(2,6-dichloro-3,5-di-methoxyphenyl)-8-((1-methylazetidin-3-yl)amino)pyrido[3,4-d]pyrimidin-2-yl)amino)tetrahydrofuran-3-yl)acrylamide ClC1=C(C(=C(C=C1OC)OC)Cl)C1=CC2=C(N=C(N=C2)N[C@H]2[C@H](COC2)NC(C=C)=O)C(=N1)NC1CN(C1)C